ethyl-N-methylpiperidine-1-carboxamide C(C)C1N(CCCC1)C(=O)NC